N(=[N+]=[N-])C[C@]1(C[C@H](N(C1)C(=O)OC(C)(C)C)C(=O)O)F (2S,4R)-4-(azidomethyl)-1-(tert-butoxycarbonyl)-4-fluoropyrrolidine-2-carboxylic acid